ClC=1C=CC(=NC1)CN1C(=NC=2N(C(N(C(C12)=O)CCCO)=O)C)OC1=CC=C(C=C1)F 7-((5-chloropyridin-2-yl)methyl)-8-(4-fluorophenoxy)-1-(3-hydroxypropyl)-3-methyl-1H-purine-2,6(3H,7H)-dione